trans-3-((tert-butyldimethylsilyl)oxy)cyclopentanol [Si](C)(C)(C(C)(C)C)O[C@@H]1C[C@H](CC1)O